(2-chloro-2'-methylbiphenyl-3,3'-diyl)bis(5-methyl-4,5,6,7-tetrahydrothiazolo[5,4-c]pyridine-2-carboxamide) ClC1=C(C=CC=C1C1N(CCC2=C1SC(=N2)C(=O)N)C)C2=C(C(=CC=C2)C2N(CCC1=C2SC(=N1)C(=O)N)C)C